N-methyl-N-(3-(((E)-3-oxo-3-phenyl-1-(trimethylsilyl)prop-1-en-1-yl)thio)propanoyl)-L-alaninate CN([C@@H](C)C(=O)[O-])C(CCS\C(=C\C(C1=CC=CC=C1)=O)\[Si](C)(C)C)=O